Methyl 2-((2-(((tert-butoxycarbonyl)(2-(6-methoxy-3-nitropyridin-2-yl)ethyl)-amino)methyl)-4-fluorophenyl)amino)-4,5-difluorobenzoate C(C)(C)(C)OC(=O)N(CCC1=NC(=CC=C1[N+](=O)[O-])OC)CC1=C(C=CC(=C1)F)NC1=C(C(=O)OC)C=C(C(=C1)F)F